BrCC1=C(C=NC=C1)C1=CC=C(N)C=C1 4-(4-(bromomethyl)pyridine-3-yl)aniline